(4-((dimethylamino)methyl)pyridin-3-yl)boronic acid CN(C)CC1=C(C=NC=C1)B(O)O